C(C)(C)(C)OC(=O)NCC1=CC=C(C=C1)NC(=O)C1=CC2=C(OCCC3=C2SC=C3)C=C1C=1C(=NC(=CC1)C(NCC1(CC1)C)=O)C(=O)OC methyl 3-(9-((4-(((tert-butoxycarbonyl)amino)methyl)phenyl)carbamoyl)-4,5-dihydrobenzo[b]thieno[2,3-d]oxepin-8-yl)-6-(((1-methylcyclopropyl)methyl)carbamoyl)picolinate